CNS(=O)(=O)C1=CC=C(C=C1)C(F)(F)F N-methyl-4-(trifluoromethyl)benzene-sulfonamide